C(C)N(C=1C=C2CN(C(C2=CC1)=O)C1C(NC(CC1)=O)=O)[C@@H]1[C@H](CCC1)NCC 3-(5-(ethyl-((1S,2S)-2-(ethylamino)cyclopentyl)amino)-1-oxoisoindolin-2-yl)piperidine-2,6-dione